FC[C@H]1C[C@H](NC1)COC1(N2C(N(C(CC1)C2)OS(=O)(=O)O)=O)C(=O)N [(2S,4S)-4-Fluoromethyl-pyrrolidin-2-yl]methyloxyl-7-oxo-6-(sulfooxy)-1,6-diazabicyclo[3.2.1]octane-2-carboxamide